P(=O)(=O)[Ce] phosphocerium